C(CCCCCCCCCCC)OC(CCSCCC(=O)OCCCCCCCCCCCC)=O Didodecyl-3,3'-thiodipropionat